tert-Butyl 4-(4-(ethoxycarbonyl)-5-(trifluoromethyl)-1H-pyrazol-1-yl)indoline-1-carboxylate C(C)OC(=O)C=1C=NN(C1C(F)(F)F)C1=C2CCN(C2=CC=C1)C(=O)OC(C)(C)C